3,3-dimethyl-2-(1-phenyl-1H-imidazol-5-yl)butan-2-ol CC(C(C)(O)C1=CN=CN1C1=CC=CC=C1)(C)C